C[C@@H]1N(C[C@@H](NC1=O)C)C1=CC=CC(=N1)C1=NC2=CC(=NC=C2C=C1)CNC(C1=CC(=C(C=C1)C)S(=O)(=O)C)=O N-((2-(6-((2S,5S)-2,5-dimethyl-3-oxopiperazin-1-yl)pyridin-2-yl)-1,6-naphthyridin-7-yl)methyl)-4-methyl-3-(methylsulfonyl)benzamide